(3-Borono-5-((3-borono-5-(pentafluoro-λ6-sulfanyl)-phenyl)sulfonyl)benzoyl)glycine B(O)(O)C=1C=C(C(=O)NCC(=O)O)C=C(C1)S(=O)(=O)C1=CC(=CC(=C1)S(F)(F)(F)(F)F)B(O)O